p-anisic acid anhydride COC1=CC=C(C=C1)C(=O)OC(=O)C2=CC=C(C=C2)OC